N(=[N+]=[N-])C(C(=O)[O-])C 2-azidopropionate